tert-butyl N-[(1S)-1-(dicyclopropylmethyl)-2-[[5-[5-ethyl-3-methyl-1-(2-trimethylsilylethoxymethyl)pyrazol-4-yl]-6-fluoro-2-pyridyl]amino]-2-oxo-ethyl]carbamate C1(CC1)C([C@@H](C(=O)NC1=NC(=C(C=C1)C=1C(=NN(C1CC)COCC[Si](C)(C)C)C)F)NC(OC(C)(C)C)=O)C1CC1